1,1,1-tris(4-hydroxyphenyl)-methane OC1=CC=C(C=C1)C(C1=CC=C(C=C1)O)C1=CC=C(C=C1)O